CC1=C(N=NC(=C1)O[C@H]1CN(CCC1)C)C1=CC=C(C=C1)C(F)(F)F (R)-4-methyl-6-((1-methylpiperidin-3-yl)oxy)-3-(4-(trifluoromethyl)phenyl)pyridazine